N=1C=CN2N=C(C=CC21)C=2C=CN1N=C(N=CC12)N[C@@H]1C[C@@H](C1)NC cis-N1-(5-(imidazo[1,2-b]pyridazin-6-yl)pyrrolo[2,1-f][1,2,4]triazin-2-yl)-N3-methylcyclobutane-1,3-diamine